(R)-N-(pyrrolidin-3-ylmethyl)-2-(p-tolyl)benzo[d]imidazo[2,1-b]thiazole-7-carboxamide formate C(=O)O.N1C[C@@H](CC1)CNC(=O)C1=CC2=C(N3C(S2)=NC(=C3)C3=CC=C(C=C3)C)C=C1